3-((2-(2-chloro-5-(3,5-dimethyl-2,6-dioxo-4-thioxo-1,3,5-triazin-1-yl)-4-fluorophenoxy)acetyl)thio)propanoic acid methyl ester COC(CCSC(COC1=C(C=C(C(=C1)N1C(N(C(N(C1=O)C)=S)C)=O)F)Cl)=O)=O